C(#N)[C@H]1N(CSC1)C(CNC(=O)C1=CC=NC2=CC=C(C=C12)N1[C@H]([C@H](OCC1)C)C)=O N-(2-((R)-4-cyanothiazolidin-3-yl)-2-oxoethyl)-6-((2R,3s)-2,3-dimethylmorpholino)-quinoline-4-carboxamide